C1(CCCCC1)C=1C=NC(=NC1)CN(C(=O)[C@@H]1N(CC1)C(=O)OC(C)(C)C)C1=CC=CC=C1 tert-butyl (R)-2-(((5-cyclohexylpyrimidin-2-yl)methyl)(phenyl)carbamoyl)azetidine-1-carboxylate